FC(C(=O)NNC(=O)C1=CN=C(S1)NCCC1=CC=CC=C1)F N'-(2,2-difluoroacetyl)-2-(phenethylamino)thiazole-5-carbohydrazide